(7R,8S)-8-Hydroxy-7-((R)-5H-imidazo[5,1-a]isoindol-5-yl)-5,6,7,8-tetrahydronaphthalen-2-carbonitril O[C@H]1[C@H](CCC=2C=CC(=CC12)C#N)[C@H]1N2C(C3=CC=CC=C13)=CN=C2